dimethyl (2-(4-bromophenoxy)-1-hydroxyethyl)phosphonate BrC1=CC=C(OCC(O)P(OC)(OC)=O)C=C1